4-Methoxyindol-2-carboxylic acid COC1=C2C=C(NC2=CC=C1)C(=O)O